4-butyl-6-methylpyrimidine-2,4-diamine C(CCC)C1(NC(=NC(=C1)C)N)N